10,10,10-Trifluoro-N-(4-hydroxypentyl)decaneamide FC(CCCCCCCCC(=O)NCCCC(C)O)(F)F